6-(((4-Chlorobenzyl)(methyl)amino)methyl)-N4-p-tolylpyrimidine-2,4-diamine ClC1=CC=C(CN(C)CC2=CC(=NC(=N2)N)NC2=CC=C(C=C2)C)C=C1